(3-(4-(trifluoromethyl)benzylamino)butyl)-2-methoxyphenol FC(C1=CC=C(CNC(CCC=2C(=C(C=CC2)O)OC)C)C=C1)(F)F